C(C)(CC)C=1C(=C(C=C(C1)C(C)(C)C)N1NC2=C(N1)C=CC=C2)O 2-(3'-s-butyl-2'-hydroxy-5'-t-butylphenyl)benzotriazoleN